tert-Butyl 2-(((1r,4r)-4-(((4-chlorophenyl)(phenyl)carbamoyloxy)methyl)cyclohexyl)methoxy)acetate ClC1=CC=C(C=C1)N(C(=O)OCC1CCC(CC1)COCC(=O)OC(C)(C)C)C1=CC=CC=C1